NC[C@]1(CN(C[C@@H]1S(=O)(=O)C1=NC=C(C=C1)Cl)S(=O)(=O)C1=C(C=C(C#N)C=C1)Cl)O 4-(((3r,4s)-3-(aminomethyl)-4-((5-chloropyridin-2-yl)sulfonyl)-3-hydroxypyrrolidin-1-yl)sulfonyl)-3-chlorobenzonitrile